tert-butyl 2,3,4,4a,5,6,7,7a-octahydropyrrolo[3,4-b]pyridine-1-carboxylate N1(C2C(CCC1)CNC2)C(=O)OC(C)(C)C